N-[(4S,5S)-7-ethyl-1,4-bis(4-fluorophenyl)-3-methyl-6-oxo-1H,4H,5H,6H,7H-pyrazolo[3,4-b]pyridin-5-yl]-3-methylbenzamide C(C)N1C2=C([C@@H]([C@@H](C1=O)NC(C1=CC(=CC=C1)C)=O)C1=CC=C(C=C1)F)C(=NN2C2=CC=C(C=C2)F)C